3-(1,1-difluoro-2-hydroxy-ethyl)-2-fluoro-benzaldehyde FC(CO)(F)C=1C(=C(C=O)C=CC1)F